N[C@H](C(=O)N[C@H](C(=O)NC1=C(C(=O)O)C=C(C=C1)NCCC[C@H](NC(C1=CC=C(C=C1)NCC=1N=C2C(=NC(=NC2=NC1)N)N)=O)C(=O)O)C)C(C)C 2-((S)-2-((S)-2-Amino-3-methylbutanamido)propanamido)-5-(((S)-4-carboxy-4-(4-(((2,4-diaminopteridin-6-yl)methyl)amino)benzamido)butyl)amino)benzoic acid